5-cyano-1,4-dimethyl-1H-1,3-benzodiazol C(#N)C1=C(C2=C(N(C=N2)C)C=C1)C